magnesium tetraoxide [O-]OO[O-].[Mg+2]